ClC=1C=C(C=CC1F)NC(N([C@H](C)C1=CN(C(C2=CC=CC=C12)=O)C(C)C)C)=O (R)-3-(3-chloro-4-fluorophenyl)-1-methyl-1-(1-(2-isopropyl-1-oxo-1,2-dihydroisoquinolin-4-yl)ethyl)urea